C([O-])(O)=O.C(CCCCCCCCCCC)N1C=[N+](C=C1)CCCCCCCCCCCC 1,3-bis(dodecyl)imidazolium bicarbonate